CO[Si](C1=CC=C(C=C1)C=C)(OC)OC trimethoxy(4-vinylphenyl)silane